ClC[C@H](COC1=C(C=C(C=C1)C(C)(C)C1=CC(=C(C=C1)OC[C@@H](CN1C=NC=C1)O)Cl)Cl)O (S)-1-chloro-3-(2-chloro-4-(2-(3-chloro-4-((R)-2-hydroxy-3-(1H-imidazol-1-yl)propoxy)phenyl)propan-2-yl)phenoxy)propan-2-ol